[ETHYL(METHYL)AMINO]ACETIC ACID C(C)N(C)CC(=O)O